methyl 2-amino-5-fluoro-4-(tri-fluoromethyl)-benzoate NC1=C(C(=O)OC)C=C(C(=C1)C(F)(F)F)F